4-amino-7-fluoro-8-(2-methoxy-6-methylpyridin-3-yl)-N-propylisoquinoline-3-carboxamide NC1=C(N=CC2=C(C(=CC=C12)F)C=1C(=NC(=CC1)C)OC)C(=O)NCCC